COC([C@@H](NC([C@@H](NC(=O)OCC1=CC=CC=C1)COC(C)(C)C)=O)COC(C)(C)C)=O N-carbobenzoxy-O-tertiary butyl-L-seryl-O-tertiary butyl-L-serine methyl ester